FC(CN(C1=NC=2N(C3=C(C=C(C=C13)F)F)C=NN2)C2=CC(=CC(=C2)C#CC2(CC2)C(F)(F)F)F)F N-(2,2-difluoroethyl)-7,9-difluoro-N-(3-fluoro-5-((1-(trifluoromethyl)cyclopropyl)ethynyl)phenyl)-[1,2,4]triazolo[4,3-a]quinazolin-5-amine